CN(C(=O)[C@@H]1CN(CC[C@H]1NC(=O)C1=NOC(=C1)C1=C(C=C(C=C1)F)F)CC1=CCCC1)C (3R,4R)-1-cyclopent-1-enylmethyl-4-{[5-(2,4-difluoro-phenyl)-isoxazole-3-carbonyl]-amino}-piperidine-3-carboxylic acid dimethylamide